1,4-bis(imidazole-1-yl)butane N1(C=NC=C1)CCCCN1C=NC=C1